2-(4-(2-(8-ethyl-7-methylimidazo[1,2-a]pyridin-6-yl)-3-isopropyl-1H-indol-5-yl)piperidin-1-yl)-N-methylacetamide C(C)C=1C=2N(C=C(C1C)C=1NC3=CC=C(C=C3C1C(C)C)C1CCN(CC1)CC(=O)NC)C=CN2